BrC=1C=C(C(=O)NCCCC)C=CC1 3-bromo-N-butylbenzamide